2-[6-(difluoromethoxy)-1-oxo-4-propan-2-ylphthalazin-2-yl]-N-(5-fluoropyrimidin-4-yl)acetamide FC(OC=1C=C2C(=NN(C(C2=CC1)=O)CC(=O)NC1=NC=NC=C1F)C(C)C)F